O=C1NC(CCC1N1C(C2=CC=C(C=C2C1=O)N1CCN(CC1)CCN1CCN(CC1)C(=O)OCCCC)=O)=O butyl 4-(2-(4-(2-(2,6-dioxopiperidin-3-yl)-1,3-dioxoisoindolin-5-yl)piperazin-1-yl)ethyl)piperazine-1-carboxylate